Threonamide O=C([C@@H](O)[C@H](O)CO)N